5-(3-(((1R,5S,6S)-3-oxabicyclo[3.1.0]hexan-6-yl)ethynyl)-2-fluoro-6-hydroxyphenyl)-1,2,5-thiadiazolidin-3-one 1,1-dioxide [C@@H]12COC[C@H]2C1C#CC=1C(=C(C(=CC1)O)N1CC(NS1(=O)=O)=O)F